ClC1=CC2=C(N(CN(C2=O)C=2C(=NC(=CC2)OC)C)C2=C(C=C(C=C2)OC(F)(F)F)C)N=C1C#N 6-chloro-3-(6-methoxy-2-methylpyridin-3-yl)-1-(2-methyl-4-(trifluoromethoxy)phenyl)-4-oxo-1,2,3,4-tetra-hydropyrido[2,3-d]pyrimidine-7-carbonitrile